NC=1C=CC(=C(C1)[C@@H]1COCCCN1C1=NC(=NC(=C1)C)N)Cl (R)-4-[3-(5-amino-2-chloro-phenyl)-1,4-oxazepan-4-yl]-6-methyl-pyrimidin-2-amine